Methyl (3S)-3-[[[(5R)-3-(3,5-difluorophenyl)-5-methyl-4H-1,2-oxazol-5-yl]carbonyl] amino]-cyclopenten-1-carboxylat FC=1C=C(C=C(C1)F)C1=NO[C@@](C1)(C)C(=O)N[C@@H]1C=C(CC1)C(=O)OC